2-(4-((2-Chloro-5,5-dioxo-7,8-dihydro-6H-thiopyrano[3,2-d]pyrimidin-4-yl)amino)phenyl)acetic acid ethyl ester C(C)OC(CC1=CC=C(C=C1)NC=1C2=C(N=C(N1)Cl)CCCS2(=O)=O)=O